O=C1N(C2(CC2)CC1)C1CC[C@]12CN(CC2)C(=O)OC(C)(C)C tert-butyl (4S)-3-(5-oxo-4-azaspiro[2.4]heptan-4-yl)-6-azaspiro[3.4]octane-6-carboxylate